ICCCCCCCCC=CC=CCCCC 1-iodo-9,11-hexadecadiene